N1=C(C=CC=C1)COC1=CC=C(C=C1)B(O)O 4-(PYRIDIN-2-YLMETHOXY)PHENYLBORONIC ACID